IC1=CC2=C(N=CO2)C(=C1)Cl 6-iodo-4-chlorobenzo[d]oxazol